O1CC(C1)OC1=CC=C2C=CC=C(C2=C1)CCNC(C)=O N-(2-(7-(oxetan-3-yloxy)naphthalen-1-yl)ethyl)acetamide